9-(4-hydroxybicyclo[2.2.1]heptan-1-yl)-7-methyl-2-((7-methyl-[1,2,4]triazolo[1,5-a]pyridin-6-yl)amino)-7,9-dihydro-8H-purin-8-one OC12CCC(CC1)(C2)N2C1=NC(=NC=C1N(C2=O)C)NC=2C(=CC=1N(C2)N=CN1)C